tert-butyl (R)-(1-(4-bromo-2-chlorophenyl)ethyl)carbamate BrC1=CC(=C(C=C1)[C@@H](C)NC(OC(C)(C)C)=O)Cl